C(CC)CC(CC(=O)[O-])=O.C(CC)CC(CC(=O)[O-])=O.C(CC)CC(CC(=O)[O-])=O.C(CC)CC(CC(=O)[O-])=O.[Zr+4] zirconium tetrakis(n-propyl acetoacetate)